Methyl N2-((benzyloxy)carbonyl)-N5-((2R,3R,5S)-5-(((2R,3R,5R)-3,4-dihydroxy-5-(hydroxymethyl)tetrahydrofuran-2-yl)carbamoyl)-3,4-dihydroxytetrahydrofuran-2-yl)-L-glutaminate C(C1=CC=CC=C1)OC(=O)N[C@@H](CCC(N[C@@H]1O[C@@H](C([C@H]1O)O)C(N[C@@H]1O[C@@H](C([C@H]1O)O)CO)=O)=O)C(=O)OC